(1S,2R)-1-(tert-butoxycarbonylamino)-2-phenylcyclopropanecarboxylic acid C(C)(C)(C)OC(=O)N[C@@]1([C@H](C1)C1=CC=CC=C1)C(=O)O